benzyl 5-(methylcarbamoyl)-8-oxa-1,6,12-triazatricyclo[8.4.0.0^{2,7}]tetradeca-2,4,6-triene-12-carboxylate CNC(=O)C1=CC=C2N3CCN(CC3COC2=N1)C(=O)OCC1=CC=CC=C1